ClC1=C(C=2N=C(N=C(C2C=N1)N1CC2CCC(C1)N2C(=O)OC(C)(C)C)OC([2H])([2H])C21CCCN1CCC2)F tert-Butyl 3-(7-chloro-8-fluoro-2-((tetrahydro-1H-pyrrolizin-7a(5H)-yl) methoxy-d2) pyrido[4,3-d]pyrimidin-4-yl)-3,8-diazabicyclo[3.2.1]octane-8-carboxylate